C(C)(C)(C)OC(=O)OC(=O)OC(C)(C)C ditert-butyldicarbonate